N1(CCC1)CC1=CC(=NC=C1)NC=1SC2=C(N1)C=CC(=C2)C=2C=NNC2C N-(4-(azetidin-1-ylmethyl)pyridin-2-yl)-6-(5-methyl-1H-pyrazol-4-yl)benzo[d]thiazol-2-amine